BrCCCCCCCC=CCCCCCCCCBr 1,17-dibromo-8-heptadecene